benzyl-N-[2-bromo-4-[tert-butoxycarbonyl-(methyl)sulfamoyl]phenyl]carbamic acid tert-butyl ester C(C)(C)(C)OC(N(C1=C(C=C(C=C1)S(N(C)C(=O)OC(C)(C)C)(=O)=O)Br)CC1=CC=CC=C1)=O